4-methoxy-N-((1s,4s)-4-methoxycyclohexyl)-5-(1-methyl-1H-benzo[d][1,2,3]triazol-6-yl)-7H-pyrrolo[2,3-d]pyrimidin-2-amine COC=1C2=C(N=C(N1)NC1CCC(CC1)OC)NC=C2C=2C=CC1=C(N(N=N1)C)C2